NCCCCNC(C1=C(C=C(C=C1)NC=1C=2N(C=CN1)C(=CN2)C2=CC=C(C=C2)OC)C)=O N-(4-aminobutyl)-4-[[3-(4-methoxyphenyl)imidazo[1,2-a]pyrazin-8-yl]amino]-2-methylbenzamide